(2R,4R)-1-(3-chloro-2-fluorobenzyl)-4-((3-chloro-6-((5-methyl-1H-pyrazol-3-yl)amino)-4-(pyrimidin-2-yl)pyridin-2-yl)methyl)-2-methylpiperidine-4-carboxylic acid ClC=1C(=C(CN2[C@@H](C[C@@](CC2)(C(=O)O)CC2=NC(=CC(=C2Cl)C2=NC=CC=N2)NC2=NNC(=C2)C)C)C=CC1)F